3-(5-sulfamoylthiophen-2-yl)propanoate S(N)(=O)(=O)C1=CC=C(S1)CCC(=O)[O-]